4-amino-2-(isobutylsulfonyl)benzoic acid NC1=CC(=C(C(=O)O)C=C1)S(=O)(=O)CC(C)C